Pentafluorobenzene methacrylate C(C(=C)C)(=O)O.FC=1C(=C(C(=C(C1)F)F)F)F